FC1=C(C=CC(=C1)F)[C@@H]1N(CCC1)C1=NC=2N(C=C1)N=CC2C2=CC=CC(=N2)N2CCN(CC2)CC2=CC=C(C=C2)NC2C(NC(CC2)=O)=O 3-((4-((4-(6-(5-((R)-2-(2,4-difluorophenyl)pyrrolidin-1-yl)pyrazolo[1,5-a]pyrimidin-3-yl)pyridin-2-yl)piperazin-1-yl)methyl)phenyl)amino)piperidine-2,6-dione